ClC1=CC=C(C=C1)C1=NOC(=N1)NC=1N=CC(=NC1)C#N 5-((3-(4-chlorophenyl)-1,2,4-oxadiazol-5-yl)amino)pyrazine-2-carbonitrile